N-trityl-L-histidine methyl ester hydrochloride Cl.COC([C@@H](NC(C1=CC=CC=C1)(C1=CC=CC=C1)C1=CC=CC=C1)CC1=CNC=N1)=O